1-(2,2-difluoropropyl)piperazine hydrochloride Cl.FC(CN1CCNCC1)(C)F